C1(=CC=CC=C1)N1N=C(C2=CC(=C3C(=C12)C=CC=C3)O)C(F)(F)F 1-phenyl-3-(trifluoromethyl)-1H-benzo[g]indazol-5-ol